4-(1-methyl-5-(((tetrahydro-2H-pyran-2-yl)oxy)methyl)-1H-1,2,3-triazol-4-yl)phenol CN1N=NC(=C1COC1OCCCC1)C1=CC=C(C=C1)O